(R,E)-4-(tert-butoxycarbonylamino)pent-2-enoic acid C(C)(C)(C)OC(=O)N[C@@H](/C=C/C(=O)O)C